4-bromo-3-chloro-2-fluoro-N-(1,1,1-trifluoro-2-methylpropan-2-yl)benzenesulfonamide 4-cyanophenyl-(5R)-3,3-difluoro-5-(2-methyl-5-oxopyrrolidin-1-yl)piperidine-1-carboxylate C(#N)C1=CC=C(C=C1)OC(=O)N1CC(C[C@H](C1)N1C(CCC1=O)C)(F)F.BrC1=C(C(=C(C=C1)S(=O)(=O)NC(C(F)(F)F)(C)C)F)Cl